1-(2-((6-amino-5-methylpyridin-3-yl)amino)-2-oxoacetyl)-6-phenylpiperidine-3-carboxamide NC1=C(C=C(C=N1)NC(C(=O)N1CC(CCC1C1=CC=CC=C1)C(=O)N)=O)C